4-[1-(difluorometh-yl)pyrrolo[2,3-b]pyridin-4-yl]-7-[(5-piperazin-1-yl-2-pyridyl)amino]isoindolin-1-one FC(N1C=CC=2C1=NC=CC2C2=C1CNC(C1=C(C=C2)NC2=NC=C(C=C2)N2CCNCC2)=O)F